FC=1C=CC(=C(C(=O)N(C)C(C)C)C1)OC=1C(=NC=NC1)N1CC2(C1)CC(C2)NC2CCOCC2 5-fluoro-N-isopropyl-N-methyl-2-((4-(6-((tetrahydro-2H-pyran-4-yl)amino)-2-azaspiro[3.3]heptan-2-yl)pyrimidin-5-yl)oxy)benzamide